NC([C@H](CO)NC(=O)C1=C(OC2=C1C=C(C=C2)O)C)=O (S)-N-(1-amino-3-hydroxy-1-oxopropan-2-yl)-5-hydroxy-2-methyl-benzofuran-3-carboxamide